tertbutyl-3-[7-[8-ethyl-7-fluoro-3-(methoxymethoxy)-1-naphthyl]-8-fluoro-2-[(1-formylcyclopropyl)methoxy]pyrido[4,3-d]pyrimidin-4-yl]-3,8-diazabicyclo[3.2.1]octane-8-carboxylate C(C)(C)(C)OC(=O)N1C2CN(CC1CC2)C=2C1=C(N=C(N2)OCC2(CC2)C=O)C(=C(N=C1)C1=CC(=CC2=CC=C(C(=C12)CC)F)OCOC)F